2-oxo-quinazoline O=C1NC2=CC=CC=C2C=N1